NC=1C=NC=CC1N1C[C@H]2N(CC1)CCC2 (S)-2-(3-aminopyridin-4-yl)hexahydropyrrolo[1,2-a]pyrazin